7-(4-(4-(benzo[b]thiophen-4-yl)piperazin-1-yl)butoxy)quinolin-2-yl icosanoate C(CCCCCCCCCCCCCCCCCCC)(=O)OC1=NC2=CC(=CC=C2C=C1)OCCCCN1CCN(CC1)C1=CC=CC=2SC=CC21